C(C)(C)(C)OC(=O)NC=1C=C(C(=O)O)C=CC1 3-(N-t-butoxycarbonylamino)benzoic acid